5-(2-chloro-4-morpholinofuro[3,2-d]pyrimidin-6-yl)-N,N,3-trimethyl-1H-pyrazole-1-sulfonamide ClC=1N=C(C2=C(N1)C=C(O2)C2=CC(=NN2S(=O)(=O)N(C)C)C)N2CCOCC2